methoxyacetic acid, 2-tridecyl ester COCC(=O)OC(C)CCCCCCCCCCC